F[C@H]1CN(CC[C@H]1OC([2H])([2H])[2H])C1=NC=CC(=N1)NC1=NC2=C(C=CC(=C2C=N1)N1[C@@H]([C@H](C1)CS(=O)(=O)C)C)C(C)C N-(2-((3S,4R)-3-fluoro-4-(methoxy-d3)piperidin-1-yl)pyrimidin-4-yl)-8-isopropyl-5-((2R,3S)-2-methyl-3-((methanesulfonyl)methyl)azetidin-1-yl)quinazolin-2-amine